ClC1=NC=C2N(C(N(C2=N1)[C@H]1COCC1)=O)CC (R)-2-chloro-7-ethyl-9-(tetrahydrofuran-3-yl)-7,9-dihydro-8H-purin-8-one